6-((3-methoxy-4-((6-methoxypyridin-3-yl)methoxy)phenyl)amino)-3-(4-(2-methoxyethyl)piperazin-1-yl)quinoxaline-5-carbonitrile COC=1C=C(C=CC1OCC=1C=NC(=CC1)OC)NC1=C(C=2N=C(C=NC2C=C1)N1CCN(CC1)CCOC)C#N